CS(=O)(=O)CCCN=C=O 3-methanesulfonyl-propyl isocyanate